FC(C(=O)OCC)(C(C)(O)C1=CC=C(C=C1)F)F ethyl 2,2-difluoro-3-(4-fluorophenyl)-3-hydroxybutyrate